3-(2-hydroxypropan-2-yl)-1-isopropyl-7-(4,4,5,5-tetramethyl-1,3,2-dioxaborolan-2-yl)quinolin-4(1H)-one OC(C)(C)C1=CN(C2=CC(=CC=C2C1=O)B1OC(C(O1)(C)C)(C)C)C(C)C